(4aR,8aR)-6-(5-(cyclopropanecarboxamido)pyrazin-2-yl)-N-(1-methyl-2-oxo-5-(trifluoromethyl)-1,2-dihydropyridin-3-yl)octahydro-1H-pyrido[3,4-b][1,4]oxazine-1-carboxamide C1(CC1)C(=O)NC=1N=CC(=NC1)N1C[C@H]2OCCN([C@@H]2CC1)C(=O)NC=1C(N(C=C(C1)C(F)(F)F)C)=O